N1=NN=CC2=CC=CC=C12 AZAQUINAZOLINE